(R)-3-(4-chlorophenyl)-4-phenyl-N-(2-(piperazin-1-ylsulfonyl)ethyl)-N'-((4-(trifluoromethyl)phenyl)sulfonyl)-4,5-dihydro-1H-pyrazole-1-carboximidamide ClC1=CC=C(C=C1)C1=NN(C[C@H]1C1=CC=CC=C1)C(NCCS(=O)(=O)N1CCNCC1)=NS(=O)(=O)C1=CC=C(C=C1)C(F)(F)F